ethyl 2-(1-ethylpiperidin-4-yl)benzo[d]thiazole-6-carboxylate C(C)N1CCC(CC1)C=1SC2=C(N1)C=CC(=C2)C(=O)OCC